3-(5-{1,1-dimethyl-2,7-diazaspiro[3.5]nonan-2-yl}-4-fluoro-1-oxo-3H-isoindol-2-yl)piperidine-2,6-dione CC1(N(CC12CCNCC2)C=2C(=C1CN(C(C1=CC2)=O)C2C(NC(CC2)=O)=O)F)C